C1[C@H]2[C@@H]([C@@H](S1)CCCC(=[N+]=[N-])C(=O)O)NC(=O)N2 DiazoBiotin